N-(2-furyl)benzoxazolium O1C(=CC=C1)[N+]1=COC2=C1C=CC=C2